OCC(C([Si](C)(C)OCCCC)(CO)Cl)(C)C Di(hydroxymethyl)butoxy-dimethylsilylisobutylchlorid